C(C)(C)[Si](ONC1=CC=CC=C1)(C(C)C)C(C)C ((triisopropylsilyl)oxy)aniline